C(C)(=O)[O-].C(C)(=O)[O-].C1(=CC=CC=C1)[Sn+2]C1=CC=CC=C1 diphenyltin diacetate